4-(t-butoxycarbonyl)-4-azaspiro[2.5]octane-7-carboxylic acid C(C)(C)(C)OC(=O)N1C2(CC2)CC(CC1)C(=O)O